N1=NN(C2=NC=CC=C21)C2=CC(=C(C(=O)N([C@H]1CNCCC1)C1=NC=CC3=C1C=C(S3)C#CCCCO)C=C2)F (R)-4-(3H-[1,2,3]triazolo[4,5-b]pyridin-3-yl)-2-fluoro-N-(2-(5-hydroxypent-1-yn-1-yl)thieno[3,2-c]pyridin-4-yl)-N-(piperidin-3-yl)benzamide